2-(2-cyanopropan-2-yl)-N-(2-fluoro-4-methyl-5-(2-(methylamino)-8,9-dihydroimidazo[1',2':1,6]pyrido[2,3-d]pyrimidin-6-yl)phenyl)isonicotinamide C(#N)C(C)(C)C=1C=C(C(=O)NC2=C(C=C(C(=C2)C2=CC3=C(N=C(N=C3)NC)N3C2=NCC3)C)F)C=CN1